C(C1=CC=CC=C1)C1CCN(CC1)CCN1C(=CC2=CC(=CC=C12)O)C(=O)N 2-(4-Benzylpiperidin-1-yl)ethyl-5-hydroxy-1H-indole-2-carboxamide